NC1=NC=C2N(C=NC2=N1)COC(CO)CO 2-amino-7-[(1,3-dihydroxy-2-propoxy)methyl]purine